(R)-5-(2-(3-fluoropyrrolidin-1-yl)ethyl)-4-(trifluoromethyl)pyridin-2-ol F[C@H]1CN(CC1)CCC=1C(=CC(=NC1)O)C(F)(F)F